C1(CC1)CC1=NC(=C(C(=O)NC=2C=C(C=CC2)[S@@](=O)(C)=NC(OC(C)(C)C)=O)C=C1)N1CCC(CCC1)(F)F tert-butyl (S)-((3-(6-(cyclopropylmethyl)-2-(4,4-difluoroazepan-1-yl)nicotinamido)phenyl)(methyl)(oxo)-λ6-sulfaneylidene)carbamate